[Br-].CC(C)(CCCC)[Zn+] (2-methylhexan-2-yl)zinc (II) bromide